C(C)(C)[Si]1(O[Si](O[Si](O[Si](O[Si](O1)(CC=C)C(C)C)(CC=C)C(C)C)(CC=C)C(C)C)(CC=C)C(C)C)CC=C pentaisopropyl-pentaallylcyclopentasiloxane